aS-indacene-propionic acid C1(=CC=C2C=CC3=CC=CC3=C12)CCC(=O)O